C1(CC1)S(=O)(=O)C1=C(C(=C(C=C1CCCCC)O)CC=C(CCC=C(C)C)C)O 4-(cyclopropylsulfonyl)-2-(3,7-dimethylocta-2,6-dien-1-yl)-5-pentylbenzene-1,3-diol